O1C(C=CC1=O)=O Furan-2,5-dione